1-(20-amino-3,6,9,12,15,18-hexaoxaicosyl)-3-(3-(1-(3,5-dichlorophenyl)-3-(3,3-dimethylmorpholine-4-carbonyl)-7-methoxy-1,4-dihydrochromeno[4,3-c]pyrazol-8-yl)phenyl)urea NCCOCCOCCOCCOCCOCCOCCNC(=O)NC1=CC(=CC=C1)C1=CC2=C(C=C1OC)OCC1=C2N(N=C1C(=O)N1C(COCC1)(C)C)C1=CC(=CC(=C1)Cl)Cl